IC=1C=CC(=C(C(=O)O)C1)N(S(=O)(=O)C)C 5-iodo-2-[methyl-(methylsulfonyl)amino]benzoic acid